p-chlorophenylglycine sodium salt [Na+].ClC1=CC=C(C(N)C(=O)[O-])C=C1